4-(((1R,3R,4R)-3-hydroxy-4-methylcyclohexyl)amino)-6-((2-hydroxycyclopropyl)amino)nicotinamide O[C@@H]1C[C@@H](CC[C@H]1C)NC1=CC(=NC=C1C(=O)N)NC1C(C1)O